C(C1=CC=CC=C1)C(C(=O)O)=C.C(C=C)(=O)OCC1=CC=CC=C1 benzyl acrylate (Benzyl acrylate)